FC(C1=CC=C(OC2=NC=CC3=CC(=CC=C23)C(=O)O)C=C1)(F)F 1-(4-(trifluoromethyl)phenoxy)isoquinoline-6-carboxylic acid